2-Methyl-6-(4-(3-Methyl-1H-pyrazol-1-yl)phenyl)-1H-benzo[d]Imidazol CC1=NC2=C(N1)C=C(C=C2)C2=CC=C(C=C2)N2N=C(C=C2)C